(S)-7-((R)-2-((methoxycarbonyl)amino)-2-phenylacetyl)-1,4-dioxa-7-azaspiro[4.4]nonane COC(=O)N[C@@H](C(=O)N1CC2(OCCO2)CC1)C1=CC=CC=C1